((R)-3-(benzyloxy)-2-hydroxypropyl)(2-(2-bromo-6-chloropyridin-4-yl)-2-hydroxyethyl)carbamate C(C1=CC=CC=C1)OC[C@H](COC(NCC(O)C1=CC(=NC(=C1)Cl)Br)=O)O